C1CC(CCC1NS(=O)(=O)C(F)(F)F)(C2=C(C=CC(=C2)F)F)S(=O)(=O)C3=CC=C(C=C3)Cl N-[cis-4-[(4-Chlorophenyl)sulfonyl]-4-(2,5-difluorophenyl)cyclohexyl]-1,1,1-trifluoromethanesulfonamide